N,N-dimethyl-1-(5-ethyl-2-hexadecyloxy-3-methoxyphenyl)methylamine-N-oxide C[N+](C)(CC1=C(C(=CC(=C1)CC)OC)OCCCCCCCCCCCCCCCC)[O-]